C1(CCCCC1)COC1=C(C(=CC(=C1C)O)O)C(=O)N1CC2=CC=CC(=C2C1)NC (2-(Cyclohexylmethoxy)-4,6-dihydroxy-3-methylphenyl)(4-(methylamino)isoindolin-2-yl)methanone